(S)-4-(4-acryloyl-2-methylpiperazin-1-yl)-7-(5-methyl-1H-indazol-4-yl)-1-phenyl-5,6,7,8-tetrahydropyrido[3,4-d]pyrimidin-2(1H)-one C(C=C)(=O)N1C[C@@H](N(CC1)C=1C2=C(N(C(N1)=O)C1=CC=CC=C1)CN(CC2)C2=C1C=NNC1=CC=C2C)C